3-((S)-2-hydroxy-3-((R)-8-(4-hydroxyquinolin-3-ylsulfonyl)-1-oxa-8-azaspiro[4.5]decan-3-ylamino)propoxy)benzenesulfonamide O[C@H](COC=1C=C(C=CC1)S(=O)(=O)N)CN[C@H]1COC2(C1)CCN(CC2)S(=O)(=O)C=2C=NC1=CC=CC=C1C2O